diethanol methacrylate C(C(=C)C)(=O)O.C(C)O.C(C)O